C1(CCCCC1)CCC(=O)N[C@H](CC(=O)OC(C)(C)C)C(=O)NCCC1=CC(=C(C=C1)O)O tert-butyl (3R)-3-(3-cyclohexylpropanoylamino)-4-[2-(3,4-dihydroxyphenyl) ethylamino]-4-oxo-butanoate